methyl 7-chloro-1H-benzimidazole-2-carboxylate ClC1=CC=CC2=C1NC(=N2)C(=O)OC